CC(=C)C(=O)OCCOC1=CC2CC1C3C2CC=C3 ethylene glycol dicyclopentenyl ether methacrylate